calcium gluconate salt O=C([C@H](O)[C@@H](O)[C@H](O)[C@H](O)CO)[O-].[Ca+2].O=C([C@H](O)[C@@H](O)[C@H](O)[C@H](O)CO)[O-]